9-bromo-2-phenyl-4H-quinolizin-4-one BrC1=CC=CN2C(C=C(C=C12)C1=CC=CC=C1)=O